BrC1=CC2=C(N=C(N=C2)N[C@@H]2CN(C[C@H](C2)F)C(=O)OCC2=CC=CC=C2)N(C1=O)CC Benzyl (3S,5S)-3-((6-bromo-8-ethyl-7-oxo-7,8-dihydropyrido[2,3-d]pyrimidin-2-yl)amino)-5-fluoropiperidine-1-carboxylate